N-(3,4-difluorobenzyl)propanamide 2-[2-[2-[2-[2-(2,6-dioxo-3-piperidyl)-1,3-dioxo-isoindolin-5-yl]oxyethoxy]ethoxy]ethoxy]ethyl-4-methylbenzenesulfonate O=C1NC(CCC1N1C(C2=CC=C(C=C2C1=O)OCCOCCOCCOCCOS(=O)(=O)C1=CC=C(C=C1)C)=O)=O.FC=1C=C(CNC(CC)=O)C=CC1F